CO[Si](Br)(Br)Br methoxytribromosilane